octoxytetramethylene glycol C(CCCCCCC)OC(CCCO)O